FC(C1=CC=C(C=N1)N1CC(NC2=NC=CN=C21)CN)(F)F (4-(6-(trifluoromethyl)pyridin-3-yl)-1,2,3,4-tetrahydropyrazino[2,3-b]pyrazin-2-yl)methylamine